4-((3aS,6aS)-5-(4-(2-(2-Aminopyridin-3-yl)-5-(4-fluorophenyl)-3H-imidazo[4,5-b]pyridin-3-yl)benzyl)hexahydropyrrolo[3,4-c]pyrrol-2(1H)-yl)pyrimidine-2-carbonitrile NC1=NC=CC=C1C1=NC=2C(=NC(=CC2)C2=CC=C(C=C2)F)N1C1=CC=C(CN2C[C@@H]3[C@@H](C2)CN(C3)C3=NC(=NC=C3)C#N)C=C1